(2-methylbenzothien-3-yl)boric acid CC=1SC2=C(C1OB(O)O)C=CC=C2